FC(CN1N=C(C=2C1=NC(=NC2)N2CCC1(CCN(C1)C=1C=NC(=CC1)C(F)(F)F)CC2)C)F 8-(1-(2,2-difluoroethyl)-3-methyl-1H-pyrazolo[3,4-d]pyrimidin-6-yl)-2-(6-(trifluoromethyl)pyridin-3-yl)-2,8-diazaspiro[4.5]decane